tert-butyl (1r,4r)-4-(4-(4,6-difluoroisoindoline-2-carboxamido)phenyl)cyclohexane-1-carboxylate FC1=C2CN(CC2=CC(=C1)F)C(=O)NC1=CC=C(C=C1)C1CCC(CC1)C(=O)OC(C)(C)C